CN1C(C=CC2=CC=CN=C12)=O N-methyl-naphthyridone